Tetrahydro-2H-pyran-4-yl ((4-(tert-butyl)phenoxy)(perfluorophenoxy)phosphoryl)-L-alaninate C(C)(C)(C)C1=CC=C(OP(=O)(OC2=C(C(=C(C(=C2F)F)F)F)F)N[C@@H](C)C(=O)OC2CCOCC2)C=C1